propane nickel bromide [Ni](Br)Br.CCC